4-(3-Chloroanilino)-2'-{(2R)-2-methyl-3-[(1H-pyrrolo[2,3-b]pyridin-4-yl)oxy]propyl}-2',3'-dihydrospiro[cyclohexane-1,1'-indene]-4-carboxylic acid ClC=1C=C(NC2(CCC3(C(CC4=CC=CC=C34)C[C@H](COC3=C4C(=NC=C3)NC=C4)C)CC2)C(=O)O)C=CC1